3-(2-acetylamino-5-methoxyphenyl)-2-methyl-propionic acid ethyl ester C(C)OC(C(CC1=C(C=CC(=C1)OC)NC(C)=O)C)=O